2-(3-azabicyclo[3.1.0]hexan-3-yl)ethanol C12CN(CC2C1)CCO